C1(=CC=CC=C1)[C@H]1NCC1 (S)-2-phenylazetidin